penta-cyanocarbonyl-iron C(#N)C(=O)[Fe](C(=O)C#N)(C(=O)C#N)(C(=O)C#N)C(=O)C#N